CC1=NC2=CC=C(C=C2C=N1)C=C 2-methyl-6-vinyl-quinazoline